FC1=C(C=CC=C1)\C(\CC)=N/NS(=O)(=O)C1=CC=C(C=C1)C N-[(Z)-1-(2-fluorophenyl)propylideneamino]-4-methyl-benzenesulfonamide